9-(1-((2-(trimethylsilyl)ethoxy)methyl)-1H-pyrazol-4-yl)imidazo[2,1-f][1,6]naphthyridine C[Si](CCOCN1N=CC(=C1)C=1C=NC=2C=CN3C(C2C1)=NC=C3)(C)C